C1=C2C(=C3C(=NC2=CC=C1)C1=CC=CC=C1N3)C(=O)OC Methyl 10H-indolo[3,2-b]quinoline-11-carboxylate